BrC1=NC=CC=C1C(O)C1=NN(C(=C1)CC)C (2-bromopyridin-3-yl)(5-ethyl-1-methyl-1H-pyrazol-3-yl)methanol